4-(2-((1-(3-isopropyl-1,2,4-oxadiazol-5-yl)piperidin-4-yl)methoxy)imidazo[2,1-b][1,3,4]thiadiazol-6-yl)benzonitrile C(C)(C)C1=NOC(=N1)N1CCC(CC1)COC1=NN2C(S1)=NC(=C2)C2=CC=C(C#N)C=C2